((5-fluoro-2-(hydroxymethyl)pyridin-4-yl)oxy)piperidine-1-carboxylic acid tert-butyl ester C(C)(C)(C)OC(=O)N1C(CCCC1)OC1=CC(=NC=C1F)CO